ClC1=NC(=NC(=N1)Cl)NC1=CC=C(C=C1)C#CC1=CC(=NC(=C1)C(=O)O)C(=O)O 4-((4-((4,6-dichloro-1,3,5-triazin-2-yl)amino)phenyl)ethynyl)pyridine-2,6-dicarboxylic acid